((2S,5R)-5-(5-amino-7,9-difluoro-[1,2,4]triazolo[1,5-c]quinazolin-2-yl)-2-methylpiperidin-1-yl)(3-(2-hydroxypropan-2-yl)cyclopentyl)methanone NC1=NC=2C(=CC(=CC2C=2N1N=C(N2)[C@@H]2CC[C@@H](N(C2)C(=O)C2CC(CC2)C(C)(C)O)C)F)F